CO[C@@H]1CN(CC1)S(=O)(=O)Cl (3S)-3-methoxypyrrolidine-1-sulfonyl chloride